4-amino-3-(4-(phenoxyphenyl)-1H-pyrazolo[3,4-d]pyrimidine-1-yl)(1-pyridyl)-4-(dimethylamino)-2-butyl-acryl-amide NC(CCCC(C(=O)N)=C(N1N=CC=2C1=NC=NC2C2=C(C=CC=C2)OC2=CC=CC=C2)N2CC=CC=C2)N(C)C